FC1(CC(C1)C=1C(=CC=2N(N1)C(=CN2)I)OC)F 6-(3,3-difluorocyclobutyl)-3-iodo-7-methoxyimidazo[1,2-b]pyridazine